3,5-ditert-butyl-4-hydroxybenzylphosphonate C(C)(C)(C)C=1C=C(CP([O-])([O-])=O)C=C(C1O)C(C)(C)C